(2R,3S,4R,5R,6R)-6-((S)-3-((((9H-Fluoren-9-yl)methoxy)carbonyl)amino)-4-(tert-butoxy)-4-oxobutanamido)-5-acetamido-2-(acetoxymethyl)tetrahydro-2H-pyran-3,4-diyl diacetate C(C)(=O)O[C@@H]1[C@H](O[C@H]([C@@H]([C@H]1OC(C)=O)NC(C)=O)NC(C[C@@H](C(=O)OC(C)(C)C)NC(=O)OCC1C2=CC=CC=C2C=2C=CC=CC12)=O)COC(C)=O